2-(5-fluoro-2-(tetrahydrofuran-2-yl)phenyl)-2-(3-((5-(5,6,7,8-tetrahydro-1,8-naphthyridin-2-yl)pentyl)oxy)azetidin-1-yl)acetic acid FC=1C=CC(=C(C1)C(C(=O)O)N1CC(C1)OCCCCCC1=NC=2NCCCC2C=C1)C1OCCC1